C1(CCCCCCCCCCCCCC1)C(=O)OC(CCCCC(CCCCC)=O)SCC(CCCCCC)OC(CCC1CCCCC1)=O 1-((2-((3-Cyclohexylpropanoyl)oxy)octyl)thio)-6-oxoundecyl cyclopentadecanecarboxylate